FC1=CC=C(C=C1)C1=C(C=NC2=CC=CC=C12)S(=O)(=O)C1=CC=CC=C1 4-(4-fluorophenyl)-3-(phenylsulfonyl)quinoline